C(C)(=O)N1CC2(C3=CC=CC=C13)CCC(C(C2)(C)C)=O acetyl-5,5-dimethyl-4-oxospiro[cyclohexane-1,3'-indoline]